ClC=1C=C(C=C(C1)C(F)(F)F)S(=O)(=O)NC1=CC=C(C=C1)S(NC1=C(C(=CC=C1)Cl)C)(=O)=O 3-chloro-5-trifluoromethyl-N-(4-(N-(3-chloro-2-methylphenyl)sulfamoyl)phenyl)benzenesulfonamide